n-dodecyl-silicon C(CCCCCCCCCCC)[Si]